COC=1C(=CC(=C(C1)N1CCC(CC1)N1CCN(CC1)C)C)N (1-(5-methoxy-2-methyl-4-aminophenyl)piperidin-4-yl)-4-methylpiperazine